FC(C=1C=C(C=NC1F)C1=CC(=NC=C1)NC(OC)=O)F Methyl (5-(difluoromethyl)-6-fluoro-[3,4'-bipyridin]-2'-yl)carbamate